OC1=C(C=C(C=C1)N)C=1NC2=C(N1)C=CC=C2 2-(2-hydroxy-5-aminophenyl)benzimidazole